C(C)(C)(C)OC(=O)N1C[C@H](CC1)N(C)C1=C2C=C(C=NC2=CC=C1)F (S)-3-((3-fluoroquinolin-5-yl)(methyl)amino)pyrrolidine-1-carboxylic acid tert-butyl ester